N[C@@H](CCCCNC(COCCOCCOCCOCCOCCOCCOCCOCCOCCOC)=O)C(=O)N[C@@H](C)C(=O)OC(C)(C)C tert-butyl ((S)-37-amino-31-oxo-2,5,8,11,14,17,20,23,26,29-decaoxa-32-azaoctatriacontan-38-oyl)-L-alaninate